8-hydroxy-2-oxo-1,2-dihydroquinoline-3-carboxamide OC=1C=CC=C2C=C(C(NC12)=O)C(=O)N